Aminoallyl-uridine C1=CN(C(=O)NC1=O)[C@]2([C@@H]([C@@H]([C@H](O2)CO)O)O)CC=CN